(S)-4-(2-(4-fluoro-N-methylbenzamido)-3-(pyridin-3-yl)propanamido)benzene-1-sulfonyl chloride FC1=CC=C(C(=O)N(C)[C@H](C(=O)NC2=CC=C(C=C2)S(=O)(=O)Cl)CC=2C=NC=CC2)C=C1